ClC1=NC2=CC=C(C=C2C(=N1)Cl)C(F)(F)F 2,4-dichloro-6-trifluoromethylquinazoline